O1CCC2=C1C=C(C=C2)[C@H](C)N2CCN(CC2)C2=CC=CC=N2 6-(4-((S)-1-(2,3-Dihydrobenzofuran-6-yl)ethyl)piperazin-1-yl)pyridin